FC(S(=O)(=O)[O-])(F)F.FC(C1=CC=C(C=C1)[I+]C1=C(C=C(C=C1C)C)C)(F)F [4-(trifluoromethyl)phenyl](2,4,6-trimethylphenyl)iodonium trifluoromethanesulfonate